BrC1=C(C[C@]2(C(O[C@@H](O2)C(C)(C)C)=O)C2=C(C=CC=C2)F)C(=CC=C1Cl)O (2R,5R)-5-(2-bromo-3-chloro-6-hydroxybenzyl)-2-(tert-butyl)-5-(2-fluorophenyl)-1,3-dioxolan-4-one